N-(3-cyano-4-fluoro-phenyl)-1,3,5-trimethyl-4-[2-oxo-2-[[(3R)-3-ethynyl-1,1-dioxo-thiolan-3-yl]amino]acetyl]pyrrole-2-carboxamide C(#N)C=1C=C(C=CC1F)NC(=O)C=1N(C(=C(C1C)C(C(N[C@@]1(CS(CC1)(=O)=O)C#C)=O)=O)C)C